(benzyloxy)-6-iodo-1-isobutylquinoline-2,4(1H,3H)-dione C(C1=CC=CC=C1)OC1C(N(C2=CC=C(C=C2C1=O)I)CC(C)C)=O